C1(CC1)C=1C(=NC=C(N1)C(F)(F)F)S(=O)(=O)N1CC2(C1)CN(C2)C2CCOCC2 2-[3-cyclopropyl-5-(trifluoromethyl)pyrazin-2-yl]sulfonyl-6-(oxan-4-yl)-2,6-diazaspiro[3.3]heptane